N(=[N+]=[N-])C1=NC(=NC(=N1)N(C1=CC=CC=C1)C)N(C1=CC=CC=C1)C 6-azido-N2,N4-dimethyl-N2,N4-diphenyl-1,3,5-triazine-2,4-diamine